(Z)-2-(6-(2-aminoethoxy)-1-methyl-1,2,3,4-tetrahydroisoquinoline-2-carbonyl)-3-(thiazol-2-yl)acrylonitrile NCCOC=1C=C2CCN(C(C2=CC1)C)C(=O)\C(\C#N)=C/C=1SC=CN1